6-[4-[4-(5-Hydroxypyridin-3-yl)thiophene-2-carbonyl]piperazin-1-yl]-N-(4-methoxyphenyl)pyridazine-3-carboxamide OC=1C=C(C=NC1)C=1C=C(SC1)C(=O)N1CCN(CC1)C1=CC=C(N=N1)C(=O)NC1=CC=C(C=C1)OC